C[C@]12CC(C[C@](CC1)(N2)C)N(C2=CC=C(N=N2)C2=C(C=C(C=C2)C2=CC(=NC=C2)C#N)O)C 4-(4-(6-(((1R,3s,5S)-1,5-dimethyl-8-azabicyclo[3.2.1]octan-3-yl)(methyl)amino)pyridazin-3-yl)-3-hydroxyphenyl)picolinonitrile